((2S,4S)-4-(8-chloro-7-(5,6-dimethyl-1H-indazol-4-yl)-6-fluoro-4-(((S)-1-methylpyrrolidin-2-yl)methoxy)-1H-pyrazolo[4,3-c]quinolin-1-yl)-1-(2-fluoropropyl)piperidin-2-yl)acetonitrile ClC1=CC=2C3=C(C(=NC2C(=C1C1=C2C=NNC2=CC(=C1C)C)F)OC[C@H]1N(CCC1)C)C=NN3[C@@H]3C[C@H](N(CC3)CC(C)F)CC#N